Cl.O1NCCCCC1 Oxazepane hydrochloride